(dimethylamino)methylene(formamidine) CN(C)C=NC=N